2-methoxy-N-methyl-N-(2-nitronaphthalen-1-yl)naphthalen-1-amine COC1=C(C2=CC=CC=C2C=C1)N(C1=C(C=CC2=CC=CC=C12)[N+](=O)[O-])C